O=C1NC(CCC1C1=COC2=C1C=C(C=C2)C#CCNC(C2=NC=C(C=C2)C=2N=CC1=C(C=CC=C1C2)C2=C1C=C(C(N(C1=CC(=N2)C(C)C)C)=O)C)=O)=O N-(3-(3-(2,6-dioxopiperidin-3-yl)benzofuran-5-yl)prop-2-yn-1-yl)-5-(8-(7-isopropyl-1,3-dimethyl-2-oxo-1,2-dihydro-1,6-naphthyridin-5-yl)isoquinolin-3-yl)picolinamide